5-fluoro-2,4-bis((trimethylsilyl)oxy)pyrimidine FC=1C(=NC(=NC1)O[Si](C)(C)C)O[Si](C)(C)C